chlorohydroxyquinoline C1=CC2=C(C(=C(C=C2Cl)Cl)O)N=C1